NC1=C(C(=O)O)C=C(C=C1)SC#N 2-amino-5-thiocyanobenzoic acid